C(#C)C1=C(C=C(C=C1)I)N1CCC2(CC2)CC1 6-(2-ethynyl-5-iodophenyl)-6-azaspiro[2.5]octane